9-(8-(Diphenylphosphoryl)dibenzo[b,d]furan-2-yl)-9H-carbazole C1(=CC=CC=C1)P(=O)(C1=CC=CC=C1)C=1C=CC2=C(C3=C(O2)C=CC(=C3)N3C2=CC=CC=C2C=2C=CC=CC32)C1